COC=1C=C(C=CC1OC)N1N=C(C=C(C1=O)C(=O)C1C(C(OC(C1=O)(C)C)(C)C)=O)C 4-[2-(3,4-dimethoxyphenyl)-6-methyl-3-oxo-pyridazine-4-carbonyl]-2,2,6,6-tetramethyl-tetrahydropyran-3,5-dione